ClC=1C2=CN(N=C2C(=C(C1)C1=CC=C(C=C1)C1C[C@@H]2[C@@H](CN(C2)CC)C1)Cl)C(C(=O)OCC)C1=C2N(C=N1)C[C@@H](C2)F ethyl 2-(4,7-dichloro-6-(4-((3aR,6aS)-2-ethyloctahydrocyclopenta[c]pyrrol-5-yl)phenyl)-2H-indazol-2-yl)-2-((R)-6-fluoro-6,7-dihydro-5H-pyrrolo[1,2-c]imidazol-1-yl)acetate